[N+](=O)([O-])C=1C=NC(=NC1)OC[C@@H](C)O (R)-1-((5-nitropyrimidin-2-yl)oxy)propan-2-ol